tert-butyl 3-[3-[4-(difluoromethoxy)-3-(1-methyl-4-[pyrazolo[1,5-a]pyrimidine-3-amido]-1H-pyrazol-3-yl)phenoxy]phenyl]morpholine-4-carboxylate FC(OC1=C(C=C(OC=2C=C(C=CC2)C2N(CCOC2)C(=O)OC(C)(C)C)C=C1)C1=NN(C=C1NC(=O)C=1C=NN2C1N=CC=C2)C)F